Cl.ClC=1C=C(C=CC1Cl)[C@@H]1[C@H](CNC1)C(=O)OC |o1:9,10| methyl (3R*,4S*)-4-(3,4-dichlorophenyl)pyrrolidine-3-carboxylate monohydrochloride